N1C=C(C2=NC=CC=C21)NC(C(=O)NCCC2=C(C=CC=C2)C(F)(F)F)=O N1-(1H-pyrrolo[3,2-b]pyridin-3-yl)-N2-(2-(trifluoromethyl)phenethyl)oxalamide